3-(methylsulfonyl)azepane CS(=O)(=O)C1CNCCCC1